COC(=O)C1=CC=2C(=NC(=CC2Cl)OC)N1S(=O)(=O)C1=CC=C(C)C=C1 4-chloro-6-methoxy-1-(p-toluenesulfonyl)pyrrolo[2,3-b]pyridine-2-carboxylic acid methyl ester